6-bromo-1-chloropyrrolo[1,2-a]pyrazine BrC1=CC=C2N1C=CN=C2Cl